N-{[2-(cyclopropylmethoxy)phenyl]methyl}-3-{2-acetamidoimidazo[1,2-b]pyridazin-6-yl}-2-fluoro-6-methoxybenzamide C1(CC1)COC1=C(C=CC=C1)CNC(C1=C(C(=CC=C1OC)C=1C=CC=2N(N1)C=C(N2)NC(C)=O)F)=O